ClC1=CC=C2C(=CC=NC2=C1)N1C[C@@H](CCCC1)N (3R)-1-(7-chloroquinolin-4-yl)azepan-3-amine